(S)-1-(4-(4,4,5,5-tetramethyl-1,3,2-dioxaborolan-2-yl)phenyl)ethanol CC1(OB(OC1(C)C)C1=CC=C(C=C1)[C@H](C)O)C